2-Amino-3,7-dimethyl-2,3-dihydro-4H-pyrido[1,2-d][1,2,4]triazin-4-one NN1N(C(N2C(=C1)C=CC(=C2)C)=O)C